5-[3-[[(1R)-2-methoxy-1-methyl-ethyl]amino]-4-nitro-phenyl]-1,3-dimethyl-pyridin-2-one COC[C@@H](C)NC=1C=C(C=CC1[N+](=O)[O-])C=1C=C(C(N(C1)C)=O)C